C(#N)C1=C(C=C(C=C1)N1CCC(CC1)C(=O)NC1=NC=C(C=C1)OCCN1CCN(CC1)CC(=O)NC1=CC(=CC=C1)NC1C(NC(CC1)=O)=O)C(F)(F)F 1-(4-cyano-3-(trifluoromethyl)phenyl)-N-(5-(2-(4-(2-((3-((2,6-dioxopiperidin-3-yl)amino)phenyl)amino)-2-oxoethyl)piperazin-1-yl)ethoxy)pyridin-2-yl)piperidine-4-carboxamide